ClC=1C=C2C=3C(=CC=C(C3NC2=CC1)NCCN)C1=CC(=C(C=C1)Cl)Cl N1-(6-chloro-4-(3,4-dichlorophenyl)-9H-carbazol-1-yl)ethane-1,2-diamine